3-(3-bromoprop-1-ynyl)-5-methoxy-pyridine BrCC#CC=1C=NC=C(C1)OC